(3S)-3-{[2-(3-methoxyphenyl)-7-methyl-[1,2,4]triazolo[1,5-c]quinazolin-5-yl]amino}azepan-2-one COC=1C=C(C=CC1)C1=NN2C(=NC=3C(=CC=CC3C2=N1)C)N[C@@H]1C(NCCCC1)=O